2-Methyl-5-(1-methyl-4-piperidyl)-N-[(1R)-1-(1-naphthyl)ethyl]benzamide CC1=C(C(=O)N[C@H](C)C2=CC=CC3=CC=CC=C23)C=C(C=C1)C1CCN(CC1)C